(R)-N-(1-hydroxy-3-methylbutan-2-yl)-6-methoxy-8-(4-(trifluoromethyl)piperidin-1-yl)quinolone-3-carboxamide OC[C@@H](C(C)C)NC(=O)C=1C(NC2=C(C=C(C=C2C1)OC)N1CCC(CC1)C(F)(F)F)=O